NC=1C(=CC(=C(C1)C1=C(C(=C(C(=C1F)F)F)O)F)F)O 5'-amino-2,2',4,5,6-pentafluoro-[1,1'-biphenyl]-3,4'-diol